methyl (2S)-2-[benzyloxycarbonyl-[(2R)-2-(tert-butoxycarbonylamino)-4-oxo-4-(tritylamino)butyl]amino]propanoate C(C1=CC=CC=C1)OC(=O)N([C@H](C(=O)OC)C)C[C@@H](CC(NC(C1=CC=CC=C1)(C1=CC=CC=C1)C1=CC=CC=C1)=O)NC(=O)OC(C)(C)C